styrenesulfonyl-glycine C(=CC1=CC=CC=C1)S(=O)(=O)NCC(=O)O